FC(S(=O)(=N)C=1C=C(CC2CC3(CN(C3)C(=O)N3CC4(C3)NC(OC4)=O)C2)C=CC1)(F)F 2-[6-[3-(trifluoromethylsulfonimidoyl)benzyl]-2-azaspiro[3.3]heptane-2-carbonyl]-7-oxa-2,5-diazaspiro[3.4]octan-6-one